C[C@@H](C(=O)N[C@H]1C2=C(CN3N(C1=O)CCC3)C=CC=C2)CC2=NC3=C(N2)C(=CC=C3)C (R)-2-methyl-3-(7-methyl-1H-benzo[d]imidazol-2-yl)-N-((S)-11-oxo-2,3,10,11-tetrahydro-1H,5H-benzo[d]pyrazolo[1,2-a][1,2]diazepin-10-yl)propanamide